FC1=CC=C(C=C1)C1=CC=C(C=C1)C(C1=CC=C(N)C=C1)OC 4-((4'-fluoro-[1,1'-biphenyl]-4-yl)(methoxy)methyl)-aniline